C(C)OC=1C=C(C=2N(C1)N=C1C2C=NN1)C=1C=CC(=NC1)N1CCC(CC1)(CN1CCN(CC1)CC)NC(OC(=O)C(C)(C)C)=O tert-butylcarbonyl (1-(5-(6-ethoxy-1H-pyrazolo[3',4':3,4]pyrazolo[1,5-a]pyridin-4-yl)pyridin-2-yl)-4-((4-ethylpiperazin-1-yl)methyl)piperidin-4-yl)carbamate